(5S,7R)-5-(4-(benzyloxy)-2,6-difluorophenyl)-7-methyl-6-(2,2,2-trifluoroethyl)-5,6,7,8-tetrahydro-[1,3]dioxolo[4,5-g]isoquinoline C(C1=CC=CC=C1)OC1=CC(=C(C(=C1)F)[C@H]1N([C@@H](CC=2C=C3C(=CC12)OCO3)C)CC(F)(F)F)F